C(CCC)[Sn]([Sn](CCCC)(CCCC)CCCC)(CCCC)CCCC tributyl-(tributylstannyl)stannane